(S)-3-(tetradecyloxy)propane-1,2-diol C(CCCCCCCCCCCCC)OC[C@H](CO)O